N-Acetyl-4-Aminomethylpiperidin C(C)(=O)N1CCC(CC1)CN